ClC=1C=C(C=C(C1)NS(=O)(=O)C)NC(=O)C1=CC(=C(S1)C)C1=NC=C(C=C1OC(C)C=1C=[N+](C=C(C1)F)[O-])F 3-[1-[(2-{5-[(3-chloro-5-methanesulfonamidophenyl) carbamoyl]-2-methylthiophen-3-yl}-5-fluoropyridin-3-yl)oxy]ethyl]-5-fluoropyridin-1-ium-1-olate